C(C)(C)(C)OC(=O)N1C[C@H](N([C@H](C1)C)CCC(=O)OCC)C (3r,5s)-4-(3-ethoxy-3-oxopropyl)-3,5-dimethylpiperazine-1-carboxylic acid tert-butyl ester